CS(=O)(C)=NC(OCC1=CC=CC=C1)=O Benzyl (dimethyl(oxo)-λ6-sulfaneylidene)carbamate